C1(CC1)OC1=CC=CC=2C(=N[C@@H](C(NC21)=O)NC([C@@H]([C@@H](C(=O)N)CCC(F)(F)F)CCC(F)(F)F)=O)C2=CC(=CC=C2)C (2R,3S)-N-((3S)-9-(cyclopropyloxy)-5-(3-methylphenyl)-2-oxo-2,3-dihydro-1H-1,4-benzodiazepin-3-yl)-2,3-bis(3,3,3-trifluoropropyl)succinamide